D-3-fluorophenylalanine FC=1C=C(C[C@@H](N)C(=O)O)C=CC1